ClC1=NC2=C(N1CC1=CC=C(C#N)C=C1)C(=CC=C2)Cl 4-((2,7-dichloro-1H-benzo[d]imidazol-1-yl)methyl)benzonitrile